BrC=1C=CC2=C(N(C=N2)C(C2=CC=CC=C2)(C2=CC=CC=C2)C2=CC=CC=C2)C1 6-Bromo-1-trityl-1H-benzo[d]imidazole